3-oxo-4-(trifluoromethyl)piperidine-1-carboxylic acid tert-butyl ester C(C)(C)(C)OC(=O)N1CC(C(CC1)C(F)(F)F)=O